5-[4-(1,5-naphthyridin-2-yl)-1,2,3-triazol-1-yl]-1-oxo-3H-isoindol-2-ylpiperidine-2,6-dione N1=C(C=CC2=NC=CC=C12)C=1N=NN(C1)C=1C=C2CN(C(C2=CC1)=O)N1C(CCCC1=O)=O